NC1=NC=NN2C1=CC=C2C=2C=NN(C2)C=2C(=CC(=C(C2)NC(C2=CC(=CC=C2)C(F)(F)F)=O)F)C N-(5-(4-(4-aminopyrrolo[2,1-f][1,2,4]triazin-7-yl)-1H-pyrazol-1-yl)-2-fluoro-4-methylphenyl)-3-(trifluoromethyl)benzamide